N(=[N+]=[N-])CCOCCOCCNC(OC(C)(C)C)=O tert-butyl (2-(2-(2-azidoethoxy)ethoxy)ethyl)carbamate